NC1=NN2C(N=C(C=C2)C=2C=C3CN(C(C3=C(C2)C)=O)[C@@H](C)C2CC2)=C1C(=O)N[C@H]1C[C@@H](CC1)O 2-amino-5-{2-[(1S)-1-cyclopropylethyl]-7-methyl-1-oxo-2,3-dihydro-1H-isoindol-5-yl}-N-[(1R,3R)-3-hydroxycyclopentyl]pyrazolo[1,5-a]pyrimidine-3-carboxamide